METHYL N-BUTYL KETONE CCCCC(=O)C